(R)-4-((1-(3-(1,1-difluoro-2-hydroxy-2-methylpropyl)-2-fluorophenyl)ethyl)amino)-8-methoxy-2-methyl-6-(tetrahydro-2H-pyran-4-yl)-2,6-dihydropyrido[3,4-d]pyridazine-1,7-dione FC(C(C)(C)O)(F)C=1C(=C(C=CC1)[C@@H](C)NC1=NN(C(C=2C1=CN(C(C2OC)=O)C2CCOCC2)=O)C)F